methyl 3-ethyl-3-hydroxy-1-tolylpyrrolidine-2-carboxylate C(C)C1(C(N(CC1)C1=C(C=CC=C1)C)C(=O)OC)O